C(CCCCCCCC=CCC)CC(=O)O.ClC=1C=C(C(=O)NC2=NN(C(=C2)C2=NC3=C(N2)C=CC(=C3)N3CCOCC3)C)C=CC1OC 3-chloro-4-methoxy-N-[1-methyl-5-(5-morpholino-1H-benzimidazol-2-yl)pyrazol-3-yl]benzamide 9-dodecene-1-ylacetate